9,9'-(4-(2-(2,6-dimethylpyridin-3-yl)phenyl)-3,6-bis(3-phenyl-9H-carbazol-9-yl)pyridine-2,5-diyl)bis(9H-carbazole-3-carbonitrile) CC1=NC(=CC=C1C1=C(C=CC=C1)C1=C(C(=NC(=C1N1C2=CC=CC=C2C=2C=C(C=CC12)C#N)N1C2=CC=CC=C2C=2C=C(C=CC12)C1=CC=CC=C1)N1C2=CC=CC=C2C=2C=C(C=CC12)C#N)N1C2=CC=CC=C2C=2C=C(C=CC12)C1=CC=CC=C1)C